COC1=CC=C(C=N1)N1C(N(C2=C1C=CC=C2)CC2CCC(CC2)NC(=O)C=2N(N=C1CCCCC21)C)=O N-((1r,4r)-4-((3-(6-methoxy-pyridin-3-yl)-2-oxo-2,3-dihydro-1H-benzo[d]imidazol-1-yl)methyl)cyclohexyl)-2-methyl-4,5,6,7-tetrahydro-2H-indazole-3-carboxamide